methyl 5-(5-{[5-(2-amino-6-bromo-1,3-benzodiazol-1-yl)-5-methylhexyl] oxy}-1-methylpyrazol-4-yl)-1-methyl-6-oxopyridine-3-carboxylate NC1=NC2=C(N1C(CCCCOC1=C(C=NN1C)C1=CC(=CN(C1=O)C)C(=O)OC)(C)C)C=C(C=C2)Br